(R)-1-(4-(2-((2-(5-fluoropyridin-3-yl)-2-hydroxyethyl)amino)-2-methylpropyl)piperidin-1-yl)ethan-1-one dihydrochloride Cl.Cl.FC=1C=C(C=NC1)[C@H](CNC(CC1CCN(CC1)C(C)=O)(C)C)O